NC=1C=CC(=C2CN(C(C12)=O)CC(=C)C(N)=O)C=1C=C(C(=O)NCCN(C)C)C=CC1 3-[7-amino-2-(2-carbamoyl-2-methylideneethyl)-1-oxo-2,3-dihydro-1H-isoindol-4-yl]-N-[2-(dimethylamino)ethyl]benzamide